2-(morpholino)benzothiazole O1CCN(CC1)C=1SC2=C(N1)C=CC=C2